N-(8-fluoroimidazo[1,2-a]pyridin-6-yl)-4-(piperazin-1-yl)-2,3-dihydro-1H-pyrrolo[2,3-b]pyridine-1-carboxamide 2,2,2-trifluoroacetate FC(C(=O)O)(F)F.FC=1C=2N(C=C(C1)NC(=O)N1CCC=3C1=NC=CC3N3CCNCC3)C=CN2